2-(2-Aminopyridin-4-yl)-N-(6-(1-methyl-1H-pyrazol-4-yl)-3H-spiro[benzofuran-2,4'-piperidin]-5-yl)oxazole-4-carboxamide trifluoroacetate FC(C(=O)O)(F)F.NC1=NC=CC(=C1)C=1OC=C(N1)C(=O)NC=1C(=CC2=C(CC3(CCNCC3)O2)C1)C=1C=NN(C1)C